FC1=C(C=C2C=NN(C2=C1)C)C(=O)N 6-fluoro-1-methyl-indazole-5-carboxamide